C1C[C@@H](CC12CCNCC2)N2C=NC1=CC=C(C=C1C2=O)OC2=C(C(=CC=C2F)NS(N(C)CC)(=O)=O)Cl 3-[(3S)-8-azaspiro[4.5]decan-3-yl]-6-[2-chloro-3-[[ethyl(methyl)sulfamoyl]amino]-6-fluoro-phenoxy]-4-oxo-quinazoline